FC1=C(C(=O)N(C)C)C=CC=C1[N+](=O)[O-] 2-fluoro-N,N-dimethyl-3-nitrobenzamide